3-(trifluoromethyl)isoxazole FC(C1=NOC=C1)(F)F